ClC=1N=CC2=C(NC3=CC=CC=C23)N1 2-chloro-9H-pyrimido[4,5-b]indole